3-isobutoxy-4-(4-methyl-1H-pyrazol-1-yl)benzoic acid C(C(C)C)OC=1C=C(C(=O)O)C=CC1N1N=CC(=C1)C